6-fluoro-4-[8-methyl-3-(trifluoromethyl)-7,8-dihydro-5H-1,6-naphthyridin-6-yl]quinazoline FC=1C=C2C(=NC=NC2=CC1)N1CC=2C=C(C=NC2C(C1)C)C(F)(F)F